cyclotriphosphazeneN N1=PN=PNP1